[Cl+].[Cl+].[Ru+2] ruthenium(II) dichlorine